C(CCCCCCCCCCCCCCCCC)N1C=C(C(C=C1)=O)OCC1=CC=C(C=C1)O N-octadecyl-3-(4-hydroxybenzyloxy)-pyridin-4-one